CC(C)(C)OC(=O)[C@H](CC(=O)O)N L-aspartic acid α-t-butyl ester